2-[6-amino-5-[8-[2-[3-(2-azabicyclo[2.1.1]hex-2-yl)prop-1-ynyl]-4-pyridinyl]-3,8-diazabicyclo[3.2.1]oct-3-yl]pyridazin-3-yl]phenol NC1=C(C=C(N=N1)C1=C(C=CC=C1)O)N1CC2CCC(C1)N2C2=CC(=NC=C2)C#CCN2C1CC(C2)C1